(R)-4-(2-chloro-6-(3,5-dimethylisoxazol-4-yl)quinazolin-4-yl)-3-phenylmorpholine ClC1=NC2=CC=C(C=C2C(=N1)N1[C@@H](COCC1)C1=CC=CC=C1)C=1C(=NOC1C)C